CC1=NC(=CC(=C1)C1=C2CNC(C2=CC=C1)=O)C 4-(2,6-dimethylpyridin-4-yl)isoindolin-1-one